C1=C2C(=CC3=C1C(=O)NC3=O)C(=O)NC2=O pyromellitimide